methyl 4-oxo-2-(2-oxo-2-(1H-pyrrol-3-yl) ethyl)-4-phenylbutyrate O=C(CC(C(=O)OC)CC(C1=CNC=C1)=O)C1=CC=CC=C1